2,2,2-trifluoroacetic acid (S)-tert-butyl-7-hydroxy-5-oxa-2-azaspiro[3.4]octane-2-carboxylate C(C)(C)(C)OC(=O)N1CC2(C1)OC[C@H](C2)O.FC(C(=O)O)(F)F